COC=1C=CC=C2C(=NC=NC12)N1CC(C1)CCNS(=O)(=O)N (2-(1-(8-methoxyquinazolin-4-yl)azetidin-3-yl)ethyl)aminosulfonamide